2-(3-chloro-4-fluoro-10-(4-methoxybenzyl)-7-methyl-8-oxo-8,8a,9,10,11,12-hexahydro-7H-pyrazino[1',2':4,5]pyrazino[2,3-c][1,6]naphthyridin-11-yl)acetonitrile ClC1=NC=C2C3=C(C=NC2=C1F)N(C(C1N3CC(N(C1)CC1=CC=C(C=C1)OC)CC#N)=O)C